[Au+].CP(C)C (trimethylphosphine) gold(I)